C(C)(C)(C)OC(=O)N1CCN(CC1)C1=NC(=CC2=C1C(N(C2)[C@@H](C)C2CC2)=O)Cl (S)-4-(6-chloro-2-(1-cyclopropylethyl)-3-oxo-2,3-dihydro-1H-pyrrolo[3,4-c]Pyridin-4-yl)piperazine-1-carboxylic acid tert-butyl ester